8-(4-cyano-3-fluorophenyl)-N-methyl-6,9-dioxo-5-(4-(trifluoromethyl)benzyl)-2,5,8-triazaspiro[3.5]nonane-2-carbothioamide C(#N)C1=C(C=C(C=C1)N1CC(N(C2(CN(C2)C(NC)=S)C1=O)CC1=CC=C(C=C1)C(F)(F)F)=O)F